NC1=C(C(=NN1)COC)C#N 5-amino-3-(methoxymethyl)-1H-pyrazole-4-carbonitrile